3-(1-Cyclobutyl-1H-pyrazol-4-yl)-N-((trans-4-(5-methoxy-6-methylpyridin-2-yl)cyclohexyl)methyl)aniline C1(CCC1)N1N=CC(=C1)C=1C=C(NC[C@@H]2CC[C@H](CC2)C2=NC(=C(C=C2)OC)C)C=CC1